4-(4-((2-ethylhex-1-en-1-yl)oxy)phenyl)butan-2-one C(C)C(=COC1=CC=C(C=C1)CCC(C)=O)CCCC